C(C)(C)(C)[NH3+] tert-butylammonium